C(C)N1C(N(C(=C1C)C)C)C 1-ethyl-2,3,4,5-tetramethylimidazole